C1(CC1)CN1C[C@@H](CCC1)NC=1C(N(C(=NN1)C1=C(C=C(C=C1)C(F)(F)F)O)C)=O (R)-6-((1-(Cyclopropylmethyl)piperidin-3-yl)amino)-3-(2-hydroxy-4-(trifluoro-methyl)phenyl)-4-methyl-1,2,4-triazin-5(4H)-one